FC(C=1OC(=NN1)C=1SC(=CN1)C)F 2-(difluoromethyl)-5-(5-methylthiazol-2-yl)-1,3,4-oxadiazole